Nα,Nε-Di-Boc-lysine C(=O)(OC(C)(C)C)N[C@@H](CCCCNC(=O)OC(C)(C)C)C(=O)O